capryl caprylate CCCCCCCCOC(=O)CCCCCCC